N-cyclopropyl-3-(difluoromethyl)-5-fluoro-1H-pyrazole-4-carboxamide C1(CC1)NC(=O)C=1C(=NNC1F)C(F)F